(R)-(1-(2,4-dimethoxybenzyl)-6-(3-methylmorpholino)-2H-pyrazolo[3,4-b]pyridin-4-yl)methyl methanesulfonate CS(=O)(=O)OCC1=C2C(=NC(=C1)N1[C@@H](COCC1)C)N(NC2)CC2=C(C=C(C=C2)OC)OC